1-Ethyl-3-(3-(trifluoromethyl)benzyl)-1,3,8-triazaspiro[4.5]decane-2,4-dione hydrochloride Cl.C(C)N1C(N(C(C12CCNCC2)=O)CC2=CC(=CC=C2)C(F)(F)F)=O